NCC[C@H]1CN(CC1)C(=O)OC(C)(C)C (R)-3-aminoethyl-1-Boc-pyrrolidine